(1S,2S)-N2-[4-[6-(3,5-dimethylisoxazol-4-yl)-1H-pyrrolo[2,3-b]pyridin-3-yl]-5-(trifluoromethyl)pyrimidin-2-yl]-N1-ethyl-cyclobutane-1,2-diamine CC1=NOC(=C1C1=CC=C2C(=N1)NC=C2C2=NC(=NC=C2C(F)(F)F)N[C@@H]2[C@H](CC2)NCC)C